C(#N)N1C(=NC2=C1C=CC=C2)C2=CC=C(C=C2)F N-cyano-2-(4-fluorophenyl)benzimidazole